tert-butyl N-(azetidin-3-yl)carbamate HCl salt Cl.N1CC(C1)NC(OC(C)(C)C)=O